C1(=C2C=C3C(=CC=C4C=5C=CC=CC5C=C34)C2=CC=C1N)N Indenofluorenediamine